4-[E-2-(5,6,7,8-tetrahydro-5,5,8,8-tetramethyl-2-naphthyl)-1-propenyl]Benzoic acid CC1(C=2C=CC(=CC2C(CC1)(C)C)/C(=C/C1=CC=C(C(=O)O)C=C1)/C)C